Cl.N1CCC(CC1)=C(C#N)C1=CC=C(C=C1)C(F)(F)F 2-(piperidin-4-ylidene)-2-[4-(trifluoromethyl)phenyl]acetonitrile hydrochloride